tridecyl-Cyclohexane C(CCCCCCCCCCCC)C1CCCCC1